ClC1=C(C(=O)NCC(=O)N[C@@H](CC(C)C)B2OC(C[C@H](O2)C(=O)OC(C)(C)C)=O)C=C(C=C1)Cl (S)-tert-butyl 2-((R)-1-(2-(2,5-dichlorobenzamido) acetamido)-3-methylbutyl)-6-oxo-1,3,2-dioxaborinane-4-carboxylate